3-chlorocyclopentane-1-amine 2-(1-hydroxypentyl)benzoate OC(CCCC)C1=C(C(=O)O)C=CC=C1.ClC1CC(CC1)N